tetramethoxyazoaniline COC1=C(C(=C(N(N=NNC2=CC=CC=C2)OC)C=C1)OC)OC